methyl (4R)-4-[tert-butyl(diphenyl)silyl]oxy-2-(3-chloropropyl)pyrrolidine-2-carboxylate [Si](C1=CC=CC=C1)(C1=CC=CC=C1)(C(C)(C)C)O[C@@H]1CC(NC1)(C(=O)OC)CCCCl